FC1=CC=C2CC3([C@@H](C2=C1)O)CN(C3)C(=O)OC(C)(C)C tert-butyl 6'-fluoro-r-hydroxy-spiro[azetidine-3,2'-indane]-1-carboxylate